(4-heptyl) pyrophosphate O(P([O-])(=O)OP(=O)([O-])[O-])C(CCC)CCC